CCCCC/C=C\\C/C=C\\C/C=C\\C/C=C\\C/C=C\\CCCCCCCCCCCCCCC(=O)O The molecule is a very long-chain omega-6 fatty acid that is tetratriacontapentaenoic acid having five double bonds located at positions 16, 19, 22, 25 and 28 (the 16Z,19Z,22Z,25Z,28Z-isomer). It is a tetratriacontapentaenoic acid and an omega-6 fatty acid. It is a conjugate acid of a (16Z,19Z,22Z,25Z,28Z)-tetratriacontapentaenoate.